CC(C1=CC=CC=C1)(C)C1=C(C(C(=O)O)=CC(=C1)C(C1=CC=CC=C1)(C)C)O 3,5-bis(α,α-dimethylbenzyl)salicylic acid